1,3-Diallyloxy-2-propanol C(C=C)OCC(COCC=C)O